N1=NN=CC(C=CC(C=CC=CC(C=C1)=O)=O)=O triazacyclopentadecine-5,8,13-trione